(2,5-dihydroxyphenyl)ethanone OC1=C(C=C(C=C1)O)C(C)=O